BrCCN(S(=O)(=O)C=1C(=C(C(=CC1CCCCC)O)C1C(CCC(=C1)C)C(=C)C)O)CCO N-(2-bromoethyl)-2,6-dihydroxy-N-(2-hydroxyethyl)-5'-methyl-4-pentyl-2'-(prop-1-en-2-yl)-1',2',3',4'-tetrahydro-[1,1'-biphenyl]-3-sulfonamide